ethyl tert-butylphosphinate C(C)(C)(C)P(OCC)=O